4-phenyl-2-(pyridin-2-ylmethyl)-1H-benzo[f]isoindole-1,3(2H)-dione C1(=CC=CC=C1)C1=C2C(=CC=3C(N(C(C13)=O)CC1=NC=CC=C1)=O)C=CC=C2